3-(4-chlorobutyl)-cyano-indole ClCCCCC1=C(NC2=CC=CC=C12)C#N